(S)-6-methyl-3-(6-(3-methylpiperidine-1-carbonyl)naphthalen-1-yl)-5,6-dihydro-7H-pyrrolo[3,4-b]pyridin-7-one CN1C(C2=NC=C(C=C2C1)C1=CC=CC2=CC(=CC=C12)C(=O)N1C[C@H](CCC1)C)=O